BrC1=CC=C(COCC2N(C(OC2)(C)C)C(=O)OC(C)(C)C)C=C1 tert-butyl 4-(((4-bromobenzyl)oxy)methyl)-2,2-dimethyloxazolidine-3-carboxylate